N1C(=CC2=CC=CC=C12)CC(C(=O)O)O 3-indolylhydroxypropionic acid